C(C)C1=NNC(C2=CC3=C(C=C12)C(C(N3C)=O)(C)OC)=O 5-ethyl-3-methoxy-1,3-dimethyl-7H-pyrrolo[3,2-g]phthalazine-2,8-dione